(R)-(-)-2-amino-1-butanol CC[C@H](CO)N